4-bromo-N-((1R,4R)-4-hydroxy-4-methylcyclohexyl)-3-methylbenzenesulfonamide BrC1=C(C=C(C=C1)S(=O)(=O)NC1CCC(CC1)(C)O)C